C(C(=C)C)(=O)OCCOCCO 2-(2-hydroxyethoxy)ethyl methacrylate